C(C)(C)C1=NN(C(C2=CC=C(C=C12)B1OC(C(O1)(C)C)(C)C)=O)CC(=O)OC Methyl 2-(4-isopropyl-1-oxo-6-(4,4,5,5-tetramethyl-1,3,2-dioxaborolan-2-yl)phthalazin-2(1H)-yl)acetate